6-(2-nitroimidazol-1-yl)-hexan-1-amine [N+](=O)([O-])C=1N(C=CN1)CCCCCCN